COC1=CC=C(C=C1)N1C(N(C(C1)(C)C)CC1=CC(=C(OC(C(=O)O)(C)C)C(=C1)C)C)=O 2-(4-((3-(4-Methoxyphenyl)-5,5-dimethyl-2-oxoimidazolin-1-yl)methyl)-2,6-dimethylphenoxy)-2-methylpropanoic acid